C(C)(C)(C)OC(=O)N1CCC(CC1)=CCCC(=O)O 4-(1-(tert-butoxycarbonyl)piperidin-4-ylidene)butanoic acid